2,2-bis(3,5-dichloro-4-hydroxyphenyl)pentane Methyl-4-[3-(4-bromo-2,6-dichlorobenzoyl)-2,4-dihydro-1,3-benzoxazin-8-yl]-2-morpholin-4-ylbenzoate COC(C1=C(C=C(C=C1)C1=CC=CC=2CN(COC21)C(C2=C(C=C(C=C2Cl)Br)Cl)=O)N2CCOCC2)=O.ClC=2C=C(C=C(C2O)Cl)C(C)(CCC)C2=CC(=C(C(=C2)Cl)O)Cl